C(C(C)C)C1=CC=C(C=N1)C1=CN=C(S1)C1=CC=C(CN2CC(C2)C(=O)O)C=C1 1-(4-(5-(6-isobutylpyridin-3-yl)thiazol-2-yl)benzyl)azetidine-3-carboxylic acid